BrC=1C(=NN(N1)C)CN(C(OC(C)(C)C)=O)C([2H])([2H])[2H] tert-butyl ((5-bromo-2-methyl-2H-1,2,3-triazol-4-yl)methyl)(methyl-d3)carbamate